methyl 2-((benzo[d]thiazol-5-ylmethyl)(dicyclopropylmethyl)amino)-2-oxoacetate S1C=NC2=C1C=CC(=C2)CN(C(C(=O)OC)=O)C(C2CC2)C2CC2